CN1N=CC(=C1)C1=CC=C2C(=N1)NC=C2C2=CC(=NC=C2)N2CCN(CC2)C 6-(1-methyl-1H-pyrazol-4-yl)-3-(2-(4-methylpiperazin-1-yl)pyridin-4-yl)-1H-pyrrolo[2,3-b]pyridine